C(\C=C/C(=O)OCCOC)(=O)OCCOC di(2-methoxyethyl) maleate